4-Bromobenzoyl chloride BrC1=CC=C(C(=O)Cl)C=C1